[Cl-].C(CCC)[NH+]1C(CCC1)CCCC 1,2-dibutylpyrrolidinium chloride